(+/-)-(1S,3aR,4R,7S,7aS)-octahydro-1H-4,7-ethanoisoindole-1-carbonitrile [C@@H]1(NC[C@@H]2C3CCC([C@H]12)CC3)C#N |r|